dimethyl(phenyl)[(4-{[(2E,6E)-3,7,11-trimethyldodeca-2,6,10-trien-1-yl]oxy}but-2-yn-1-yl)oxy]silane C[Si](OCC#CCOC\C=C(\CC\C=C(\CCC=C(C)C)/C)/C)(C1=CC=CC=C1)C